C(=O)(O)C=1C=C(C=C(C1)C(=O)O)S(=O)(=O)[O-].[Li+] lithium 3,5-dicarboxybenzenesulfonate